N-(1-(6-((R)-3-(Aminomethyl)Pyrrolidin-1-Yl)-5,6,7,8-Tetrahydronaphthalen-2-Yl)-2-Oxo-1,2-Dihydropyrimidin-4-Yl)Piperazine-1-Carboxamide Hydrochloride Salt Cl.NC[C@@H]1CN(CC1)C1CC=2C=CC(=CC2CC1)N1C(N=C(C=C1)NC(=O)N1CCNCC1)=O